2-(4-bromobenzyl)-3-hydroxy-N-(4-hydroxyphenyl)-N-methylpropanamide BrC1=CC=C(CC(C(=O)N(C)C2=CC=C(C=C2)O)CO)C=C1